CC1=NC(=NC=C1)C1=CC=CC=2N=C(SC21)N 7-(4-methylpyrimidin-2-yl)benzo[d]thiazol-2-amine